O=C1N(CCC(N1)=O)C1=C2C=CN(C2=CC=C1)C1CCN(CC1)CCCCOC1=CC=C(C=C1)C1CCN(CC1)C=1C=CC=C2C(=CNC12)C#N 7-{4-[4-(4-{4-[4-(2,4-Dioxo-1,3-diazinan-1-yl)-1H-indol-1-yl]piperidin-1-yl}butoxy)phenyl]piperidin-1-yl}-1H-indole-3-carbonitrile